C1(CC1)C1=C(C=C(N)C=C1)CS(=O)(=O)C 4-cyclopropyl-3-((methylsulfonyl)methyl)aniline